3-(3,5-DIFLUORO-2-METHOXYPHENYL)-5-(1-(1-(METHYLSULFONYL)PIPERIDIN-4-YL)-1H-PYRAZOL-4-YL)-1H-PYRROLO[2,3-B]PYRIDINE FC=1C(=C(C=C(C1)F)C1=CNC2=NC=C(C=C21)C=2C=NN(C2)C2CCN(CC2)S(=O)(=O)C)OC